ClC1=C(C(C(C(=O)OCC2=CC=CC=C2)(C(=C1)Cl)N)C(=O)[O-])N benzyl 4,6-dichloro-1,3-diaminophthalate